O1C[C@@H](CC1)C(N1C[C@@H]2[C@H](C1)CC(C2)NC=2N=NC(=CC2)C2=C(C(=CC(=C2)F)F)F)([2H])[2H] (3aR,5s,6aS)-2-(((S)-tetrahydrofuran-3-yl)methyl-d2)-N-(6-(2,3,5-trifluorophenyl)pyridazin-3-yl)octahydrocyclopenta[c]pyrrol-5-amine